C(C)(C)(C)OCCN(CCC(C(=O)O)NC(=O)C1=NNC2=CC=CC=C12)CCCCC1=NC=2NCCCC2C=C1 4-[2-tert-butoxyethyl-[4-(5,6,7,8-tetrahydro-1,8-naphthyridin-2-yl)butyl]amino]-2-(1H-indazole-3-carbonylamino)butanoic acid